C(C)C(C(=O)O)CN1C(C(N=C(C2=C1C=CC(=C2)N2CCOCC2)C2=CC=CC=C2)C(CC)CC)=O ethyl-3-(7-morpholino-2-oxo-3-(pent-3-yl)-5-phenyl-2,3-dihydro-1H-benzo[e][1,4]diazepin-1-yl)propionic acid